6-bromo-N-[1-(pyridin-4-yl)piperidin-4-yl]quinazolin-2-amine BrC=1C=C2C=NC(=NC2=CC1)NC1CCN(CC1)C1=CC=NC=C1